FC(S(=O)(=O)OC1=NC2=CC=C(C=C2N=C1)N1CCC(CC1)N(C)C)(F)F 6-[4-(dimethylamino)piperidin-1-yl]quinoxalin-2-yl trifluoromethanesulfonate